ClC1=C2C(N(C(C2=C(C(=C1Cl)Cl)Cl)=O)S(=O)(O)C(F)(F)F)=O.FC(F)(F)S(=O)ON1C(C2=C(C(=C(C(=C2C1=O)Cl)Cl)Cl)Cl)=O 4,5,6,7-tetrachloro-1,3-dioxoisoindol-2-yl trifluoromethyl-sulfinate (4,5,6,7-tetrachloro-1,3-dioxoisoindolin-2-yl trifluoromethanesulfinate)